C(C)(C)(C)N(C(=O)OCC(C1=CC=C(C=C1)C)N)C1(CCOCC1)C(N[C@@H](CC1=CC=C(C=C1)C1=CC=C(C=C1)[14C]#N)C#N)=O 2-amino-2-(4-methylphenyl)ethanol (S)-tert-Butyl-4-(1-cyano-2-(4'-[14C]-cyanobiphenyl-4-yl)ethylcarbamoyl)tetrahydro-2H-pyran-4-ylcarbamate